[(3aR,4R,6aS)-4-[(6-Bromo-3-pyridazinyl)amino]3a-fluorohexahydrocyclopenta[c]pyrrol-2(1H)-yl][5-(fluoromethyl)-2-thienyl]methanone BrC1=CC=C(N=N1)N[C@@H]1CC[C@H]2CN(C[C@]21F)C(=O)C=2SC(=CC2)CF